N[C@@H]1CN(CC1)C(=O)C1=CC=C(C=C1)NC=1C(=NN(C1)C1=C(C=CC=C1Cl)Cl)C(=O)N (S)-4-((4-(3-aminopyrrolidine-1-carbonyl)phenyl)amino)-1-(2,6-dichlorophenyl)-1H-pyrazole-3-carboxamide